C/C=C\\1/C(C(=O)N=C1/C=C\\2/C(=C(/C(=C/C3=C(C(=C(N3)CC4C(=C(C(=O)N4)C=C)C)C)CCC(=O)[O-])/N2)CCC(=O)[O-])C)C The molecule is dicarboxylate anion of (3Z)-phycocyanobilin. It is a dicarboxylic acid dianion and a linear tetrapyrrole anion. It is a conjugate base of a (3Z)-phycoerythrobilin.